tert-butyl 3-iodo-2-vinyl-6,7-dihydropyrazolo[1,5-a]pyrazine-5(4H)-carboxylate IC=1C(=NN2C1CN(CC2)C(=O)OC(C)(C)C)C=C